ClCCN1C(CCC1)=O 1-(2-chloroethyl)-2-pyrrolidone